C12CCC(CC1)(CC2)C#N bicyclo[2.2.2]octane-4-carbonitrile